N-[2-[1-[3-[1-[4-[(2,6-dioxo-3-piperidyl)oxy]benzoyl]-4-piperidyl]propanoyl]-4-piperidyl]-7-isopropoxy-imidazo[1,2-a]pyridin-6-yl]-6-(trifluoromethyl)pyridine-2-carboxamide O=C1NC(CCC1OC1=CC=C(C(=O)N2CCC(CC2)CCC(=O)N2CCC(CC2)C=2N=C3N(C=C(C(=C3)OC(C)C)NC(=O)C3=NC(=CC=C3)C(F)(F)F)C2)C=C1)=O